N-((R)-1-(3-(difluoromethyl)-2-fluorophenyl)ethyl)-1-(1-(difluoromethyl)cyclopropyl)-4-(((1R,4R,5R)-2-methyl-2-azabicyclo[2.2.1]hept-5-yl)amino)-6-oxo-1,6-dihydropyridine-3-carboxamide FC(C=1C(=C(C=CC1)[C@@H](C)NC(=O)C1=CN(C(C=C1N[C@H]1[C@H]2CN([C@@H](C1)C2)C)=O)C2(CC2)C(F)F)F)F